C1(=CC=CC=C1)C=CC(C)C1=CC=CC=C1 1,3-diphenyl-butene